1-methyl-2-(4-propylphenyl)-6-((tetrahydro-2H-pyran-2-yl)methoxy)-1H-pyrrolo[2,3-b]pyridin-4-ol CN1C(=CC2=C1N=C(C=C2O)OCC2OCCCC2)C2=CC=C(C=C2)CCC